N-[(4-fluorophenyl)methyl]-5-(pyridine-2-sulfonyl)-1H,2H,3H,4H,5H,6H-pyrrolo[3,4-c]pyrrole-2-carboxamide FC1=CC=C(C=C1)CNC(=O)N1CC=2CN(CC2C1)S(=O)(=O)C1=NC=CC=C1